6-(4-(3,4-dihydroisoquinolin-2(1H)-yl)-3-hydroxypiperidine-1-carbonyl)pyrimidine C1N(CCC2=CC=CC=C12)C1C(CN(CC1)C(=O)C1=CC=NC=N1)O